N[C@H]1CS(C2=C(N(C1=O)CC1=CC=C(C=C1)Cl)C=C(C(=C2)F)C=2OC(=NN2)NC(C)(C)C)(=O)=O (3R)-3-amino-7-[5-(tert-butylamino)-1,3,4-oxadiazol-2-yl]-5-[(4-chlorophenyl)methyl]-8-fluoro-1,1-dioxo-2,3-dihydro-1lambda6,5-benzothiazepin-4-one